tert-butyl 3-{[(1,3-dioxo-1,3-dihydro-2H-isoindol-2-yl)oxy]carbonyl}morpholine-4-carboxylate O=C1N(C(C2=CC=CC=C12)=O)OC(=O)C1N(CCOC1)C(=O)OC(C)(C)C